OCCN([C@@H](C)C(=O)O)CCO N,N-bishydroxyethylalanine